(1R,2R,5S)-8-benzyl-2-ethyl-3,8-diazabicyclo[3.2.1]octane C(C1=CC=CC=C1)N1[C@H]2[C@H](NC[C@@H]1CC2)CC